Methyl 1-((4-fluorophenyl)carbamoyl)cyclopropane-1-carboxylate FC1=CC=C(C=C1)NC(=O)C1(CC1)C(=O)OC